N1=CC(=C2N1CCCC2)C2=CC(=NC=C2)NC(=O)[C@@H]2C[C@@H](CCC2)NC(OC(C)(C)C)=O tert-butyl ((1R,3S)-3-((4-(4,5,6,7-tetrahydropyrazolo[1,5-a]pyridin-3-yl)pyridin-2-yl)carbamoyl)cyclohexyl)carbamate